FC1=C(C=CC2=C1CCCCC2=O)O 1-fluoro-2-hydroxy-6,7,8,9-tetrahydro-5H-benzo[7]annulen-5-one